((1s,3s)-3-Hydroxy-3-methylcyclobutyl)(7-(3-(1-methyl-1H-imidazol-4-yl)phenyl)-2-azaspiro[3.5]nonan-2-yl)methanon OC1(CC(C1)C(=O)N1CC2(C1)CCC(CC2)C2=CC(=CC=C2)C=2N=CN(C2)C)C